BrCC1=CC(=C(C#N)C=C1)F 4-(bromomethyl)-2-fluoro-benzonitrile